(Z)-8-dodecen-1-yl acetate ((Z)-8-dodecen-1-yl acetate) C(CCCCCC\C=C/CCC)CC(=O)O.C(C)(=O)OCCCCCCC\C=C/CCC